1-(3-methyl-3-(cyclopentylmethyl)-5-bromoindolin-1-yl)-1-octanone CC1(CN(C2=CC=C(C=C12)Br)C(CCCCCCC)=O)CC1CCCC1